COC1(COC1)C1=NC=CC(=C1C1CCNCC1)C 2-(3-methoxyoxetan-3-yl)-4-methyl-3-(piperidin-4-yl)pyridine